5-(5-(4,4-difluoropiperidin-1-yl)pyridazin-3-yl)pyrimidine-2,4(1H,3H)-dione FC1(CCN(CC1)C=1C=C(N=NC1)C=1C(NC(NC1)=O)=O)F